C(CCCCCCC)C(C(=O)N)=C octyl-Acrylamide